C(C)(=O)OC=1C(=NC=CC1OC)C(N[C@H](C(=O)NN=C(C1=CC=C(C=C1)OC)C1=CC=C(C=C1)OC)C)=O (S)-2-((1-(2-(bis(4-methoxyphenyl)methylene)hydrazinyl)-1-oxopropan-2-yl)carbamoyl)-4-methoxypyridin-3-yl acetate